FC1=CC(=C(C=C1)N1C=C(C=2C1=CN=CC2)C=2C=C1CCN(CC1=CC2)C(=O)OC(C)(C)C)C(N(C)C(C)C)=O tert-butyl 6-(1-(4-fluoro-2-(isopropyl (methyl) carbamoyl) phenyl)-1H-pyrrolo[2,3-c]pyridin-3-yl)-3,4-dihydroisoquinoline-2(1H)-carboxylate